carbonyl-acryl-biotin C(=O)=C(C(C(O)=O)C(=O)C=C)CC[C@@H]1SC[C@@H]2NC(=O)N[C@H]12